3-isopropyl-3H-imidazo[4,5-b]pyridin-5-amine C(C)(C)N1C=NC=2C1=NC(=CC2)N